C1(=CC(=CC=C1)C(C)=O)C 1-(3-tolyl)ethanone